C[C@@H](CC1=CC2=C(OCO2)C=C1)N (S)-alpha-Methyl-1,3-benzodioxole-5-ethanamine